CC1=CC(=NC=C1)NC=1N=C(SC1)C1=NC=CC=C1C 4-methyl-N-[2-(3-methylpyridin-2-yl)-1,3-thiazol-4-yl]pyridin-2-amine